F[Sb-](F)(F)(F)(F)F.OCCOC1=CC=C(C=C1)[SH+]C1=CC=C(C=C1)OCCO S,S-bis[4-(2-hydroxyethoxy)phenyl]sulfonium hexafluoroantimonate